((6-(((5S,8S,10aR)-3-acetyl-8-(cinnolin-6-yl(methyl)carbamoyl)-6-oxodecahydropyrrolo[1,2-a][1,5]diazocin-5-yl)carbamoyl)isoquinolin-3-yl)difluoromethyl)phosphonic Acid C(C)(=O)N1CC[C@@H]2N(C([C@H](C1)NC(=O)C=1C=C3C=C(N=CC3=CC1)C(F)(F)P(O)(O)=O)=O)[C@@H](CC2)C(N(C)C=2C=C1C=CN=NC1=CC2)=O